FC1=C(C=NN1)C=1C=C(C(=O)NC=2N(C=C(N2)CCCC(N2CCCCC2)=O)C2=CC=CC=C2)C=CC1 3-(5-fluoro-1H-pyrazol-4-yl)-N-(4-(4-oxo-4-(piperidin-1-yl)butyl)-1-phenyl-1H-imidazol-2-yl)benzamide